(E)-2,6-dimethyldocosa-2,6-dien-8-ol CC(C)=CCC\C(=C\C(CCCCCCCCCCCCCC)O)\C